(1r,5s,6r)-3-(8-(3-methyl-1,2,4-oxadiazol-5-yl)-8-azabicyclo[3.2.1]oct-3-yl)-N-(1-methylcyclobutyl)-3-azabicyclo[3.1.0]hexane-6-carboxamide CC1=NOC(=N1)N1C2CC(CC1CC2)N2C[C@H]1C([C@H]1C2)C(=O)NC2(CCC2)C